butyl 4-(5-[6,8-dimethylimidazo[1,2-a]pyrazin-2-yl]-3-fluorothiophene-2-amido)-2-methylpiperidine-1-carboxylate CC=1N=C(C=2N(C1)C=C(N2)C2=CC(=C(S2)C(=O)NC2CC(N(CC2)C(=O)OCCCC)C)F)C